FC(C1=NN=C(S1)NC(=O)C1=NN2C(C(N(CC2)CC2=C(C=CC=C2)Cl)=O)=C1CF)F 5-(2-Chlorobenzyl)-3-fluoromethyl-4-oxo-4,5,6,7-tetrahydropyrazolo[1,5-a]pyrazine-2-carboxylic acid (5-difluoromethyl-[1,3,4]thiadiazol-2-yl) amide